(2S,4S)-1-tert-butoxycarbonyl-4-[tert-butoxycarbonyl-[6-[2-[3-(methylamino)propoxy]-3-nitro-phenyl]-2-pyridyl]amino]pyrrolidine-2-carboxylic acid C(C)(C)(C)OC(=O)N1[C@@H](C[C@@H](C1)N(C1=NC(=CC=C1)C1=C(C(=CC=C1)[N+](=O)[O-])OCCCNC)C(=O)OC(C)(C)C)C(=O)O